COC1CC=C(CC1)N1N=C2C(NC=CC2=O)=N1 (4-methoxycyclohex-1-en-1-yl)-7-oxo-2H,4H,7H-[1,2,3]triazolo[4,5-b]pyridin